5-(6-((S)-3-methoxytetrahydrofuran-3-yl)-4-methylpyridin-2-yl)-7-(tetrahydrofuran-3-yl)pyrrolo[1,2-c]pyrimidin-3-amine CO[C@]1(COCC1)C1=CC(=CC(=N1)C=1C=C(N2C=NC(=CC21)N)C2COCC2)C